OCCOC1=CC=C(C=C1)C(C(C)O)C 1-[4-(2-hydroxyethoxy)-phenyl]-2-hydroxy-methylpropan